(±)-1-(3-(methylsulfonyl)phenyl)ethane-1-amine trifluoroacetate FC(C(=O)O)(F)F.CS(=O)(=O)C=1C=C(C=CC1)[C@@H](C)N |r|